(2S,4R)-1-[(2S)-2-(4-cyclopropyltriazol-1-yl)-3,3-dimethyl-butanoyl]-4-hydroxy-N-[2-(2-isopropyl-1,3-benzoxazol-5-yl)ethyl]pyrrolidine-2-carboxamide C1(CC1)C=1N=NN(C1)[C@H](C(=O)N1[C@@H](C[C@H](C1)O)C(=O)NCCC=1C=CC2=C(N=C(O2)C(C)C)C1)C(C)(C)C